(R)-4-(2-(dimethylamino)ethoxy)-N-((8-(6-methoxypyridin-2-yl)-2,3-dihydrobenzo[b][1,4]dioxin-2-yl)methyl)benzamide CN(CCOC1=CC=C(C(=O)NC[C@@H]2COC3=C(O2)C(=CC=C3)C3=NC(=CC=C3)OC)C=C1)C